(5aS,6R,11bS)-14-(cyclopropylmethyl)-3-((S)-1-(4-methyl-1H-pyrazol-1-yl)propan-2-yl)-2,3,4,5,6,7-hexahydro-6,11b-(epiminoethano)naphtho[1,2-d]azepine-5a,10(1H)-diol C1(CC1)CN1CC[C@]23CCN(CC[C@]2([C@H]1CC1=CC=C(C=C13)O)O)[C@H](CN1N=CC(=C1)C)C